2-(((tert-butyldimethylsilyl)oxy)ethyl)-3,5-dimethyl-1H-pyridine [Si](C)(C)(C(C)(C)C)OCCC1NC=C(C=C1C)C